benzyl 2''-(difluoromethyl)-5''-methoxy-2-oxo-2H-[1,2':4',4''-terpyridine]-5'-carboxylate FC(C1=NC=C(C(=C1)C1=CC(=NC=C1C(=O)OCC1=CC=CC=C1)N1C(C=CC=C1)=O)OC)F